NC(C(=O)O)(CC)N diamino-butyric acid